magnesium phenyl (2,4,6-trimethyl benzoyl) phosphate P(=O)(OC1=CC=CC=C1)(OC(C1=C(C=C(C=C1C)C)C)=O)[O-].[Mg+2].C1(=CC=CC=C1)OP(=O)(OC(C1=C(C=C(C=C1C)C)C)=O)[O-]